(2R,3S)-3-((5-fluoro-2-(2-methoxy-7-methylquinoxalin-5-yl)benzo[d]thiazol-6-yl)oxy)butan-2-yl (2-((S)-2-hydroxypropoxy)pyrimidin-5-yl)carbamate O[C@H](COC1=NC=C(C=N1)NC(O[C@H](C)[C@H](C)OC1=CC2=C(N=C(S2)C2=C3N=CC(=NC3=CC(=C2)C)OC)C=C1F)=O)C